N-(2-Chloropyrimidin-4-yl)-3-(2,3-difluoro-4-methoxyphenyl)isoxazol-5-amine ClC1=NC=CC(=N1)NC1=CC(=NO1)C1=C(C(=C(C=C1)OC)F)F